(S)-2-(1-amino-5,6,7-trifluoro-1,3-dihydrospiro[indene-2,4'-piperidin]-1'-yl)-5-(3-ethylphenyl)-3-methyl-3,7-dihydro-4H-pyrrolo[2,3-d]pyrimidin-4-one N[C@@H]1C2=C(C(=C(C=C2CC12CCN(CC2)C=2N(C(C1=C(N2)NC=C1C1=CC(=CC=C1)CC)=O)C)F)F)F